(hydroxy-4-undecenylphenyl)-2H-benzotriazole OC1=C(C=CC(=C1)C=CCCCCCCCCC)N1N=C2C(=N1)C=CC=C2